CC(=O)C[C@H](C1=CC=CC=C1)C2=C(C3=CC=CC=C3OC2=O)[O-] The molecule is an organic anion that is the conjugate base of (R)-warfarin, obtained by deprotonation of the hydroxy group. It is a conjugate base of a (R)-warfarin. It is an enantiomer of a (S)-warfarin(1-).